(RS)-2-(4-isobutylphenyl)-propionate dihydrate O.O.C(C(C)C)C1=CC=C(C=C1)[C@H](C(=O)O)C |r|